ClC1=NC2=CC(=CC=C2C(=N1)N(CC(F)(F)F)C1=CC(=CC(=C1)I)F)Cl 2,7-dichloro-N-(3-fluoro-5-iodo-Phenyl)-N-(2,2,2-trifluoroethyl)quinazolin-4-amine